2-ethylnaphthalene-1,4-diol C(C)C1=C(C2=CC=CC=C2C(=C1)O)O